2-cyclopropyl-N,N,1-trimethyl-3-(5-(4-(2-oxopyrrolidin-1-yl)phenyl)pyridin-3-yl)-1H-pyrrolo[2,3-b]pyridine-5-carboxamide C1(CC1)C1=C(C=2C(=NC=C(C2)C(=O)N(C)C)N1C)C=1C=NC=C(C1)C1=CC=C(C=C1)N1C(CCC1)=O